tert-butyl 2-(2-(3-amino-4-(4-methoxypiperidin-1-yl)benzamido)-5-fluorophenyl)acetate NC=1C=C(C(=O)NC2=C(C=C(C=C2)F)CC(=O)OC(C)(C)C)C=CC1N1CCC(CC1)OC